NCC(CN1N=CN(C1=O)CC=1SC2=C(C1)C=C(C=C2)C2=CC=C(C=C2)S(=O)(=O)C)=C(F)F 2-[2-(aminomethyl)-3,3-difluoro-allyl]-4-[[5-(4-methylsulfonylphenyl)benzothien-2-yl]methyl]-1,2,4-triazol-3-one